C(#N)N1C[C@]2(CC2C1)NC(=O)C1=NNC(=C1)C1=C(C=CC=C1)OC1=CC=C(C=C1)F N-((1R)-3-cyano-3-azabicyclo[3.1.0]hexan-1-yl)-5-(2-(4-fluorophenoxy)phenyl)-1H-pyrazole-3-carboxamide